FC1=CC=C(C=C1)NC=1C=C2C=NNC2=CC1C#CC(C)C N-(4-fluorophenyl)-6-(3-methylbut-1-ynyl)-1H-indazol-5-amine